4-ethoxycarbonyl-oxy-eugenol C(C)OC(=O)OC=1C=C(C(=CC1CC=C)OC)O